lithium cobalt phosphorus oxide [P]=O.[Co].[Li]